FC1([C@H](C2=C(C=CC(=C2C1)[C@H]1CC[C@@H](C=2C=C(C=C(C12)C#N)F)F)C1=NC=CC=C1C)O)F (5S,8R)-8-[(1S)-2,2-difluoro-1-hydroxy-7-(3-methylpyridin-2-yl)-2,3-dihydro-1H-inden-4-yl]-3,5-difluoro-5,6,7,8-tetrahydronaphthalene-1-carbonitrile